NC=1SC(=C(N1)C1=CC=CC=C1)OC1=CC(=NC=C1)NC1=CC=C(C(=O)N)C=C1 4-((4-((2-Amino-4-phenylthiazol-5-yl)oxy)pyridin-2-yl)amino)benzamide